C[C@H]1[C@@H](C[C@H]([C@@H](O1)O[C@H](C)CCCC/C=C/C(=O)O)O)OC(=O)C2=CNC3=CC=CC=C32 The molecule is a 4-O-(1H-indol-3-ylcarbonyl)ascaroside derived from (2E,8R)-8-hydroxynon-2-enoic acid. It is a metabolite of the nematode Caenorhabditis elegans. It has a role as a Caenorhabditis elegans metabolite. It is a 4-O-(1H-indol-3-ylcarbonyl)ascaroside, an alpha,beta-unsaturated monocarboxylic acid and an (omega-1)-hydroxy fatty acid ascaroside. It derives from an ascr#3 and a (2E,8R)-8-hydroxynon-2-enoic acid.